4-[2-(difluoromethoxy)-4-methylphenyl]-N-[(3R)-1-methylpiperidin-3-yl]phthalazin-1-amine FC(OC1=C(C=CC(=C1)C)C1=NN=C(C2=CC=CC=C12)N[C@H]1CN(CCC1)C)F